3-(((6-fluoropyridine-3-carbonyl)oxy)(6-fluoropyridine-3-carbonyl)amino)benzamide FC1=CC=C(C=N1)C(=O)ON(C=1C=C(C(=O)N)C=CC1)C(=O)C=1C=NC(=CC1)F